CN1N=CC(=C1)N(S(=O)(=O)NC(=O)N)[C@H]1CN(CCC1)C 1-[(1-methyl-1H-pyrazol-4-yl)-[(3R)-1-methylpiperidin-3-yl]sulfamoyl]urea